CCCCC[C@H]1[C@H](O1)/C=C/C(C/C=C\\C/C=C\\CCCC(=O)[O-])O The molecule is an epoxy(hydroxy)icosatrienoate that is the conjugate base of 11 hydroxy-(14R,15S)-epoxy-(5Z,8Z,12E)-icosatrienoic acid, obtained by deprotonation of the carboxy group; major species at pH 7.3. It is a conjugate base of an 11 hydroxy-(14R,15S)-epoxy-(5Z,8Z,12E)-icosatrienoic acid.